(e)-4-(dimethylamino)-1-(3-(5-(3-hydroxyprop-1-yn-1-yl)thiophene-2-carbonyl)-3,6-diazabicyclo[3.1.1]heptan-6-yl)but-2-en-1-one CN(C/C=C/C(=O)N1C2CN(CC1C2)C(=O)C=2SC(=CC2)C#CCO)C